N[C@H]1C2N(CC1CC2)C(=O)C=2C=CC=1N(C2)N=C(C1C)C=1N(C2=C(C=CC=C2C1)C1CCN(CC1)C(=O)C1CC(C1)O)CC1CC1 (4-(2-(6-((7R)-7-amino-2-azabicyclo[2.2.1]heptane-2-carbonyl)-3-methylpyrazolo[1,5-a]pyridin-2-yl)-1-(cyclopropylmethyl)-1H-indol-7-yl)piperidin-1-yl)(3-hydroxycyclobutyl)methanone